C(C)S(=O)(=O)C=1C(=NC=CC1)C1=NC=2C(=NC=C(C2)C(F)(F)F)N1C 2-(3-ethylsulfonyl-2-pyridyl)-3-methyl-6-(tri-fluoromethyl)imidazo[4,5-b]pyridine